C(CCCCCCCC)(=O)OCCCCCCCCCCCCC tridecyl pelargonate